perfluorophenyl 2-(2,6-dioxopiperidin-3-yl)-1-oxoisoindoline-5-carboxylate O=C1NC(CCC1N1C(C2=CC=C(C=C2C1)C(=O)OC1=C(C(=C(C(=C1F)F)F)F)F)=O)=O